COC=1C=C(OC2=C(C=CC=C2)NC([C@H](C)NC(OC(C)(C)C)=O)=O)C=CC1 tert-butyl (S)-(1-((2-(3-methoxyphenoxy)phenyl)amino)-1-oxopropan-2-yl)carbamate